(S)-3-(2-thiophenyl)-butyric acid S1C(=CC=C1)[C@H](CC(=O)O)C